CC1=CC(=NC(=C1)C)COC1=CC=C(C=C1)C=1C=C(C(NC1C(F)(F)F)=O)C(=O)N 5-(4-((4,6-dimethylpyridin-2-yl)methoxy)phenyl)-2-oxo-6-(trifluoromethyl)-1,2-dihydropyridine-3-carboxamide